hexaanimine manganese iodide [I-].[Mn+2].C(CCCCC)=N.[I-]